N1N=CC2=CC=CC(=C12)C=1N=CC(=NC1)NC(=O)C1(CN(CCC1)C#N)F N-(5-(1H-indazol-7-yl)pyrazin-2-yl)-1-cyano-3-fluoropiperidine-3-carboxamide